FC1=C(C(=O)NNC(C(=O)OCC)=O)C=C(C=C1)OC(F)(F)F ethyl 2-(2-(2-fluoro-5-(trifluoromethoxy) benzoyl)-hydrazino)-2-oxoacetate